FC(C)(C)C1=CC(=NO1)C(=O)N1[C@@H]([C@H]2CC2=C1)C(=O)N[C@@H](C[C@H]1C(NCC1)=O)C(COC(F)(F)F)=O (1S,2S)-3-(5-(2-fluoropropan-2-yl)isoxazole-3-carbonyl)-N-((S)-3-oxo-1-((S)-2-oxopyrrolidin-3-yl)-4-(trifluoromethoxy)butan-2-yl)-3-azabicyclo[3.1.0]hex-4-ene-2-carboxamide